5,5'-(1,3-phenylene)bis[2-(4-vinylbenzyl)-2H-tetrazole] C1(=CC(=CC=C1)C=1N=NN(N1)CC1=CC=C(C=C1)C=C)C=1N=NN(N1)CC1=CC=C(C=C1)C=C